C1(CC1)C#CC#CC1=CC=C(C(=O)N[C@H](C(=O)NO)[C@](C(F)F)(C)O)C=C1 4-(cyclopropylbuta-1,3-diyn-1-yl)-N-((2S,3S)-4,4-difluoro-3-hydroxy-1-(hydroxyamino)-3-methyl-1-oxobutan-2-yl)benzamide